(2-bromo-4-methyl-5-nitrophenyl)methanol BrC1=C(C=C(C(=C1)C)[N+](=O)[O-])CO